C(CCCC)OCOC=CCCCCCCCCCC(OCC)OCC diethoxydodecenyl pentoxymethyl ether